(1S,5S)-6-(4-ethoxyphenyl)-N-(4-methoxyphenyl)-9,9-dimethyl-3,6-diazabicyclo[3.2.2]nonane-3-carboxamide C(C)OC1=CC=C(C=C1)N1[C@@H]2CN(C[C@H](C1)CC2(C)C)C(=O)NC2=CC=C(C=C2)OC